8-methyl-7-oxonon-5-ynenitrile CC(C(C#CCCCC#N)=O)C